Tert-butyl (2-(2-cyanonaphthalen-1-yl)ethyl)carbamate C(#N)C1=C(C2=CC=CC=C2C=C1)CCNC(OC(C)(C)C)=O